FC1=C2C(=CC(=NC2=CC=C1)C(F)(F)F)N[C@@H]1C[C@@H](CCC1)NC(C1=CC=C(C=C1)OC)=O N-[(1R,3S)-3-{[5-fluoro-2-(trifluoromethyl)quinolin-4-yl]amino}cyclohexyl]-4-methoxybenzamide